(E)-4-((3',4'-dichloro-[1,1'-biphenyl]-4-yl)methylene)-2-methyl-1,2,3,4-tetrahydroacridine-9-carboxylic acid ClC=1C=C(C=CC1Cl)C1=CC=C(C=C1)\C=C\1/CC(CC2=C(C3=CC=CC=C3N=C12)C(=O)O)C